(S)-2-ethyl-6-((4-((2-hydroxy-1-phenylethyl)amino)-5-(3-(quinuclidin-4-yl)-1,2,4-oxadiazol-5-yl)pyridin-2-yl)amino)-1-isopropyl-1,2-dihydro-3H-indazol-3-one C(C)N1N(C2=CC(=CC=C2C1=O)NC1=NC=C(C(=C1)N[C@H](CO)C1=CC=CC=C1)C1=NC(=NO1)C12CCN(CC1)CC2)C(C)C